2-[6-[(Z)-2-[(tert-butyloxycarbonylamino)methyl]-3-fluoro-allyloxy]1-oxo-3,4-Dihydroisoquinolin-2-yl]Acetic acid C(C)(C)(C)OC(=O)NC/C(/COC=1C=C2CCN(C(C2=CC1)=O)CC(=O)O)=C/F